2,2,4,6,6-pentamethylheptane-4-thiol CC(C)(CC(CC(C)(C)C)(S)C)C